2-fluoro-3-[(5'S,7a'R)-3'-oxo-5'-phenyltetra-hydro-1H,3'H-spiro-[piperidine-4,2'-pyrrolo[2,1-b][1,3]-oxazole]-1-carbonyl]-benzonitrile FC1=C(C#N)C=CC=C1C(=O)N1CCC2(C(N3[C@H](O2)CC[C@H]3C3=CC=CC=C3)=O)CC1